CNC(=O)C1=NN(C(=C1)C(=O)OC)[C@@H](C)C=1C=C(C=CC1)C (S)-Methyl 3-(methylcarbamoyl)-1-(1-(m-tolyl)ethyl)-1H-pyrazole-5-carboxylate